[[2-[(2S,5R)-2-(3,4-difluorophenyl)-5-methyl-1-piperidyl]-2-oxo-acetyl]amino]pyridine-3-carboxamide FC=1C=C(C=CC1F)[C@H]1N(C[C@@H](CC1)C)C(C(=O)NC1=NC=CC=C1C(=O)N)=O